6-(1-benzylpyridin-1-ium-4-yl)oxy-2-azaspiro[3.3]heptane-2-carboxylate C(C1=CC=CC=C1)[N+]1=CC=C(C=C1)OC1CC2(CN(C2)C(=O)[O-])C1